5-chloro-4,6-dimethyl-3-cyanopyridone ClC=1C(=C(C(NC1C)=O)C#N)C